NC1=CC=C(C=C1)N1CC[C@]2(C(C=3C=CSC3N=C12)=O)O (9S)-12-(4-aminophenyl)-9-hydroxy-4-thia-2,12-diazatricyclo[7.3.0.03,7]dodeca-1,3(7),5-trien-8-one